(2-(2-(dibenzylamino)ethyl)-2H-1,2,3-triazol-4-yl)boronic acid C(C1=CC=CC=C1)N(CCN1N=CC(=N1)B(O)O)CC1=CC=CC=C1